3-[2-(1,3-Benzodioxole-5-yl)ethyl]-6-(4-chlorophenyl)-7H-[1,2,4]triazolo[3,4-b][1,3,4]thiadiazine O1COC2=C1C=CC(=C2)CCC2=NN=C1SCC(=NN12)C1=CC=C(C=C1)Cl